3-(difluoromethyl)-N-[4'-(3-methoxy-3-methylbut-1-yn-1-yl)-biphenyl-2-yl]-1-methyl-1H-pyrazole-4-carboxamide FC(C1=NN(C=C1C(=O)NC1=C(C=CC=C1)C1=CC=C(C=C1)C#CC(C)(C)OC)C)F